5-[[2-[(2R,6R)-2-methyl-6-phenyl-1-piperidyl]-2-oxo-acetyl]amino]pyridine-3-carboxamide C[C@H]1N([C@H](CCC1)C1=CC=CC=C1)C(C(=O)NC=1C=C(C=NC1)C(=O)N)=O